fluoro-γ-keto-isoleucine FN[C@@H]([C@@H](C)C(C)=O)C(=O)O